ClC=1C=C(C=CC1)C1=NN(C2=CC=C(C=C12)C(=O)N1CCNCC1)CC(F)F (3-(3-chlorophenyl)-1-(2,2-difluoroethyl)-1H-indazol-5-yl)(piperazin-1-yl)methanone